(2S,3S)-2-[[2-(2-Fluoro-ethoxy)-ethyl]-(2-nitro-benzenesulfonyl)-amino]-3-methyl-pentanoic acid benzyl ester C(C1=CC=CC=C1)OC([C@H]([C@H](CC)C)N(S(=O)(=O)C1=C(C=CC=C1)[N+](=O)[O-])CCOCCF)=O